C(C(=C)C)(=O)C(CC(=O)O)C(C(=C)C)=O bis-methacryloylethyl-carboxylic acid